C(C1=CC=CC=C1)S(=O)NC(C1=C(C=C(C=C1)C1=NOC(C1)(C(F)(F)F)C1=CC(=CC(=C1)Cl)Cl)C)=O N-(benzylsulfinyl)-4-(5-(3,5-dichlorophenyl)-5-(trifluoromethyl)-4,5-dihydroisoxazol-3-yl)-2-methylbenzamide